[1-(1H-benzimidazol-4-yl)cyclopropyl]methanol N1C=NC2=C1C=CC=C2C2(CC2)CO